(2S,3S)-2-((4-Fluorophenyl)amino)-N,N-dimethyl-3-phenylbutanamide FC1=CC=C(C=C1)N[C@H](C(=O)N(C)C)[C@@H](C)C1=CC=CC=C1